FC(C(C(=O)N1OCC[C@H]1C=1C=C(C=NC1)C#N)(C)C)(C)F 5-[(3S)-2-(3,3-difluoro-2,2-dimethylbutyryl)-1,2-oxazolidin-3-yl]pyridine-3-carbonitrile